5-(tert-butyl)-N-(2-(2,2-difluoroethyl)-3-fluoro-4-(6-morpholinopyrrolo[2,1-f][1,2,4]triazin-4-yl)benzyl)-1,2,4-oxadiazole-3-carboxamide hydrochloride Cl.C(C)(C)(C)C1=NC(=NO1)C(=O)NCC1=C(C(=C(C=C1)C1=NC=NN2C1=CC(=C2)N2CCOCC2)F)CC(F)F